COC1CCN(CC1)C1=CC=C(C=C1)CO 4-(4-Methoxy-1-piperidinyl)benzenemethanol